1-[5-chloro-2-(2-hydroxyethyl)phenyl]-3-(3,5-difluorophenyl)urea ClC=1C=CC(=C(C1)NC(=O)NC1=CC(=CC(=C1)F)F)CCO